P(=O)(OC[N+]1(CCN(CC1)C1=NC=C(C(=C1)C1=C(C=CC=C1)C)N(C)C(C(C)(C)C1=CC(=CC(=C1)C(F)(F)F)C(F)(F)F)=O)C)(O)[O-] [4-[5-[[2-[3,5-bis(trifluoromethyl)phenyl]-2-methyl-propanoyl]-methylamino]-4-(2-methylphenyl)pyridin-2-yl]-1-methylpiperazin-1-ium-1-yl]-methyl hydrogen phosphate